2-fluoro-4-[4-[[2-fluoro-4-(triazolo[4,5-b]pyridin-3-yl)benzoyl]-[(3R)-3-piperidyl]amino]thieno[3,2-c]pyridin-2-yl]benzamide FC1=C(C(=O)N)C=CC(=C1)C1=CC=2C(=NC=CC2S1)N([C@H]1CNCCC1)C(C1=C(C=C(C=C1)N1N=NC=2C1=NC=CC2)F)=O